6-cyano-2-methoxybenzenesulfonyl chloride C(#N)C1=CC=CC(=C1S(=O)(=O)Cl)OC